(R)-malamide C([C@H](O)CC(=O)N)(=O)N